C1(CC1)C(C1=NC=CC=N1)N(C=1NC(C2=C(N1)N(N=C2C#N)C(C)C=2C=NC(=CC2)C(F)(F)F)=O)C 6-[[cyclopropyl(pyrimidin-2-yl)methyl]-methyl-amino]-4-oxo-1-[1-[6-(trifluoromethyl)-3-pyridyl]ethyl]-5H-pyrazolo[3,4-d]pyrimidine-3-carbonitrile